3-bromo-4-oxo-4,5-dihydrothieno[3,2-c]pyridine-7-carbonitrile BrC1=CSC2=C1C(NC=C2C#N)=O